CN1CN(CC1(C)C)CC1=NC(=NO1)C1=CC(=C(C=C1)OC1=C(C=CC=C1)C(F)(F)F)C(F)(F)F 1,5,5-trimethyl-3-((3-(3-(trifluoromethyl)-4-(2-(trifluoromethyl)phenoxy)phenyl)-1,2,4-oxadiazol-5-yl)methyl)imidazolidine